N-[(1S)-1-(3-amino-1,1-dioxo-1lambda6-benzothiophen-5-yl)ethyl]-6-chloro-1-methylindole-2-carboxamide NC1=CS(C2=C1C=C(C=C2)[C@H](C)NC(=O)C=2N(C1=CC(=CC=C1C2)Cl)C)(=O)=O